(E)-N'-{[2-chloro-1-(2-ethoxyethyl)-5-methoxy-1H-indol-3-yl]methylene}-5-methylbenzofuran-2-carbohydrazide ClC=1N(C2=CC=C(C=C2C1\C=N\NC(=O)C=1OC2=C(C1)C=C(C=C2)C)OC)CCOCC